6-[(2S)-2-aminopropyl]-2-chloro-N-[(5-fluoropyrimidin-4-yl)methyl]-7-methylthieno[3,2-d]pyrimidin-4-amine formate C(=O)O.N[C@H](CC1=C(C=2N=C(N=C(C2S1)NCC1=NC=NC=C1F)Cl)C)C